ClC=1C=C(C=C2C=NNC12)C=1N=C(C(=NC1C1=CC=CC=C1)N)OCCN1CCCC1 5-(7-chloro-1H-indazol-5-yl)-6-phenyl-3-(2-(pyrrolidin-1-yl)ethoxy)pyrazin-2-amine